F[P-](F)(F)(F)(F)F.C12C(CC(C=C1)C2)CCCCN(C)[P+](N(C(C)C)C)(N(C(C)C)C)N(C)C(C)C ((4-(Bicyclo[2.2.1]hept-5-en-2-yl)butyl)(methyl)amino)tris(isopropyl(methyl)amino)phosphonium hexafluorophosphate